C12C(C3=CC=CC4=CC=CC1=C34)NN2 biiminoacenaphthene